Sodium m-methylphenyl sulphamate S(N)(OC1=CC(=CC=C1)C)(=O)=O.[Na]